imidazolyl-benzoxazine N1C(=NC=C1)C=1NOC2=C(C1)C=CC=C2